OCC(=O)[C@@H](O)[C@H](O)[C@H](O)[C@H](O)C 7-deoxy-sedoheptulose